tert-butyl 4-(3-((3-fluorophenyl)carbamoyl)-4-hydroxy-1-isobutyl-2-oxo-1,2-dihydroquinolin-5-yl)piperazine-1-carboxylate FC=1C=C(C=CC1)NC(=O)C=1C(N(C2=CC=CC(=C2C1O)N1CCN(CC1)C(=O)OC(C)(C)C)CC(C)C)=O